OCCOC1=CC=C(C=C1)C(C(C)(C)O)=O 1-[4-(2-hydroxyethoxy)-phenyl]-2-hydroxy-2-methyl-1-propanon